2-amino-5-chloro-p-methylbenzoyl chloride NC1=C(C(=O)Cl)C=C(C(=C1)C)Cl